OC1=CC=C(C=C1)C(=C)C 2-(p-hydroxyphenyl)propylene